C(C1=CC=CC=C1)OC=1C=C(C=CC1OC)N1C(N([C@H](CC1)C)CC1=C(C=C(C=C1)Br)OC)=O (S)-1-(3-(benzyloxy)-4-methoxyphenyl)-3-(4-bromo-2-methoxybenzyl)-4-methyltetrahydropyrimidin-2(1H)-one